ClC1=CC(=CN1S(=O)(=O)C)C(=O)N1C(CC1)C(=O)NC=1SC=C(N1)C1=CC(=CC=C1)C1=CC=NC=C1 1-(5-chloro-1-(methylsulfonyl)-1H-pyrrole-3-carbonyl)-N-(4-(3-(pyridin-4-yl)phenyl)thiazol-2-yl)azetidine-2-carboxamide